C(C)C1(C(=C(CC1)C)C)C ethyl-trimethyl-cyclopentene